alpha-hydroxyisobutyramide hydrogensulfate S(=O)(=O)(O)O.OC(C(=O)N)(C)C